NC1=C(C2=C(N=C(S2)C(=O)OC)C(=C1)F)Br methyl 6-amino-7-bromo-4-fluorobenzo[d]thiazole-2-carboxylate